CCCCCCCCCC/C=C\CCCCCCCCCC(=O)OC[C@H](COP(=O)(O)OC[C@@H](C(=O)O)N)OC(=O)CCCCCCCCCCC/C=C\C/C=C\CCCCC 1-(11Z-docosenoyl)-2-(13Z,16Z-docosadienoyl)-glycero-3-phosphoserine